bis(1-tetrahydro-indenyl)zirconium C1(CCC2CC=CC=C12)[Zr]C1CCC2CC=CC=C12